ClC1=C(C=C(C=C1)C#N)C=1C=C2C(=NN(C2=CC1)C(C1=CC=CC=C1)(C1=CC=CC=C1)C1=CC=CC=C1)NC(=O)C1CC(C1)NCC(F)(F)F N-[5-(2-Chloro-5-cyanophenyl)-1-trityl-1H-indazol-3-yl]-3-[(2,2,2-trifluoroethyl)amino]cyclobutanecarboxamide